N-(6-(4-cyanopyridin-3-yl)imidazo[1,2-a]pyridin-2-yl)-2-fluorocyclopropane-1-carboxamide C(#N)C1=C(C=NC=C1)C=1C=CC=2N(C1)C=C(N2)NC(=O)C2C(C2)F